N,N'-bis(2,2,6,6-tetramethyl-4-piperidyl)hexa-methylenediamine CC1(NC(CC(C1)NCCCCCCNC1CC(NC(C1)(C)C)(C)C)(C)C)C